C1(=CC=CC2=CC=CC=C12)OS(=O)(=O)C(F)(F)F 1-Naphthyl-trifluoromethansulfonat